1-Azoniabicyclo[2.2.2]octane [NH+]12CCC(CC1)CC2